NC[C@@H]1CN(CCC1)C(=O)OC(C)(C)C (R)-tert-butyl 3-(aminomethyl)piperidine-1-carboxylate